C(CCCCCCCCCCCC)C1CCC(OC1)=O 5-Tridecyltetrahydro-2H-pyran-2-one